C(C)OC=O.C(C)(=O)N1[C@H]2[C@@H](C=CC[C@@H]12)OC(CC)CC (1R,5R,6R)-7-acetyl-5-(pentane-3-yloxy)-7-azabicyclo[4.1.0]hept-3-ene ethyl-formate